C(CCCCCCC\C=C/CCCCCC)(=O)OCCCCCCCCCCCCCCCCCCCCCCCCCCCCCCC(CC)C 31-methyltritriacontyl palmitoleate